O=C(CNC(C)=O)C1=CC=C(C=C1)C1=NOC(=N1)C(F)(F)F N-(2-oxo-2-(4-(5-(trifluoromethyl)-1,2,4-oxadiazol-3-yl)phenyl)ethyl)acetamide